5-methoxy-1,1,6-trimethyl-indane COC=1C=C2CCC(C2=CC1C)(C)C